ClC1=C(C=C(C=C1)[C@H]1[C@@H](C(N(CC1)C1=CC(=NN1)C1=CC=NC=C1)=O)F)F trans-4-(4-chloro-3-fluorophenyl)-3-fluoro-1-(3-(pyridin-4-yl)-1H-pyrazol-5-yl)piperidin-2-one